ClC=1C=CC=C2CCCN(C12)[C@@H]1CCC=2C(=NC(=NC2C1)OC[C@H]1N(CCC1)C)N1C[C@@H](NCC1)CC#N 2-((S)-4-((R)-7-(8-chloro-3,4-dihydro-quinolin-1(2H)-yl)-2-(((S)-1-methylpyrrolidin-2-yl)methoxy)-5,6,7,8-tetrahydroquinazolin-4-yl)piperazin-2-yl)acetonitrile